3-[3-(2H-benzotriazole-2-yl)-4-hydroxy-5-tert-butylphenyl]-propionic acid methyl ester COC(CCC1=CC(=C(C(=C1)C(C)(C)C)O)N1N=C2C(=N1)C=CC=C2)=O